8-[N-(3-coumarincarbonyl)]aminocaprylic acid O1C(=O)C(=CC2=CC=CC=C12)C(=O)NCCCCCCCC(=O)O